BrC=1N=C(SC1C(C(C)C)O)NC(OC(C)(C)C)=O tert-butyl (4-bromo-5-(1-hydroxy-2-methylpropyl)thiazol-2-yl)carbamate